3-(8-Amino-1-(N-methylindol-3-yl)imidazo[1,5-a]pyrazin-3-yl)pyrrolidine NC=1C=2N(C=CN1)C(=NC2C2=CN(C1=CC=CC=C21)C)C2CNCC2